2-butyl-1-(4-methoxybenzyl)-7-phenoxy-1H-imidazo[4,5-d]pyridazin-4-amine C(CCC)C1=NC=2C(=C(N=NC2N)OC2=CC=CC=C2)N1CC1=CC=C(C=C1)OC